3-Nitroindole [N+](=O)([O-])C1=CNC2=CC=CC=C12